COC1(CC=CC=C1)C=1N(NN=CC1C(Cl)(Cl)Cl)C(Cl)(Cl)Cl 1-methoxyphenyl-3,5-bistrichloromethyl-triazine